C(C)(C)(C)OC(=O)N1C[C@H](CC1)C(NC=1SC2=C(N1)C=C(C=C2)C=2C=C1C=CN(C1=CC2)C)=O (S)-3-((5-(1-methyl-1H-indol-5-yl)benzo[d]thiazol-2-yl)carbamoyl)pyrrolidine-1-carboxylic acid tert-butyl ester